(R)-(4-tert-Butyl-phenyl)-{5-[1-cyclopropyl-5-(tetrahydro-pyran-4-yl)-1H-[1,2,4]triazol-3-yl]-pyridin-3-yl}-(1,3-dimethyl-azetidin-3-yl)-methanol C(C)(C)(C)C1=CC=C(C=C1)[C@@](O)(C1(CN(C1)C)C)C=1C=NC=C(C1)C1=NN(C(=N1)C1CCOCC1)C1CC1